CC=1N=CSC1CCO 4-methyl-5-hydroxyethyl-thiazole